CN(CCO)CCO 2,2'-(methylazanediyl)bis(ethan-1-ol)